BrC=1C(=C(OC2CCC(CC2)C[C@@H](CN2CCN(CC2)C2=CC=C3C(=NN(C3=C2)C)C2C(NC(CC2)=O)=O)C)C=CC1)C 3-(6-(4-((S)-3-((1r,4S)-4-(3-bromo-2-methylphenoxy)cyclohexyl)-2-methylpropyl)piperazin-1-yl)-1-methyl-1H-indazol-3-yl)piperidine-2,6-dione